O.[Cl-].[Sr+2].[Cl-] Strontium chlorid-Hydrat